(bis[4-(tert-butoxycarbonylamino)phenyl])Methane C(C)(C)(C)OC(=O)NC1=CC=C(C=C1)CC1=CC=C(C=C1)NC(=O)OC(C)(C)C